FC(C(=O)N[C@@H]1[C@H](N(C(C1)=O)C1=CC2=C(C(=NO2)C2=CC=C(C=C2)F)C=C1)C1=CC=CC=C1)(C)F |r| 2,2-difluoro-N-[rac-(2R,3S)-1-[3-(4-fluorophenyl)-1,2-benzoxazol-6-yl]-5-oxo-2-phenylpyrrolidin-3-yl]propanamide